C1(CCCCC1)NC1=NC(=NC=C1C=1C=NN(C1)C)NC1=NOC(=C1)C N4-cyclohexyl-5-(1-methyl-1H-pyrazol-4-yl)-N2-(5-methylisoxazol-3-yl)pyrimidine-2,4-diamine